3-(hydroxymethyl)pyrazole-1-carboxylic acid tert-butyl ester C(C)(C)(C)OC(=O)N1N=C(C=C1)CO